Hexahydro-2H-pyrido[2,1-a]isoquinoline C1CCCN2C1=C1C=CC=CC1CC2